3,4-Difluoro-2-(2-fluoro-4-iodoanilino)-5-[[2-fluoro-3-[(1-methylcyclopropyl)sulfonylamino]phenyl]methyl]-N-[(2-methylpropan-2-yl)oxy]benzamide FC=1C(=C(C(=O)NOC(C)(C)C)C=C(C1F)CC1=C(C(=CC=C1)NS(=O)(=O)C1(CC1)C)F)NC1=C(C=C(C=C1)I)F